N-(3-chlorophenyl)-2-(1H-imidazol-1-yl)-6-(trifluoromethyl)pyrimidine-4-carboxamide ClC=1C=C(C=CC1)NC(=O)C1=NC(=NC(=C1)C(F)(F)F)N1C=NC=C1